ethyl (S)-2-amino-4-((1-hydroxyhex-2-yl) amino)-1,5-naphthyridine-3-carboxylate NC1=NC2=CC=CN=C2C(=C1C(=O)OCC)N[C@H](CO)CCCC